3-formyl-2-hydroxy-6,8-dihydro-5H-1,7-naphthyridine-7-carboxylic acid tert-butyl ester C(C)(C)(C)OC(=O)N1CCC=2C=C(C(=NC2C1)O)C=O